6-(4-methoxypyridin-3-yl)-1-(6-((S)-3-methoxypyrrolidin-1-yl)-4-((2R,3S)-2-methyl-3-((methylsulfonyl)methyl)azetidin-1-yl)pyridin-2-yl)-4-methyl-1H-pyrazolo[4,3-c]pyridine COC1=C(C=NC=C1)C1=CC2=C(C(=N1)C)C=NN2C2=NC(=CC(=C2)N2[C@@H]([C@H](C2)CS(=O)(=O)C)C)N2C[C@H](CC2)OC